FC=1C=CC(=NC1)OC1=CC2=C(N=C(N=C2)SC)NC1=O 6-((5-fluoropyridin-2-yl)oxy)-2-(methylthio)pyrido[2,3-d]pyrimidin-7(8H)-one